C(C)OC(CC1(CC(N(CC1)C(=O)OC(C)(C)C)(C)C)C[N+](=O)[O-])=O tert-butyl 4-(2-ethoxy-2-oxoethyl)-2,2-dimethyl-4-(nitromethyl)piperidine-1-carboxylate